5-chloro-N-{4-[2-(quinoxalin-2-yl)ethynyl]-3-fluoropyridin-2-yl}-2-methoxypyridine-3-sulfonamide ClC=1C=C(C(=NC1)OC)S(=O)(=O)NC1=NC=CC(=C1F)C#CC1=NC2=CC=CC=C2N=C1